1-(6-(1H-pyrazol-1-yl)pyrazin-2-yl)-4-phenylpiperidin-4-ol N1(N=CC=C1)C1=CN=CC(=N1)N1CCC(CC1)(O)C1=CC=CC=C1